C(C1=CC=CC=C1)C1=CC(=NN1CC1=CC=C(C(=O)NO)C=C1)C1=CC=2C(=NN(N2)C)C=C1 4-{[5-benzyl-3-(2-methyl-2H-benzo[d][1,2,3]triazol-5-yl)-1H-pyrazol-1-yl]methyl}-N-hydroxybenzoamide